COC1=CC2=CC=C(C=C2C=C1)CC1=C(C(=C(C(=C1F)F)F)F)F 2-methoxy-6-((perfluorophenyl)methyl)naphthalene